CC12C(C(C(C=C1)C2)C(=O)O)C(=O)O methyl-endo-bicyclo[2.2.1]hept-5-ene-2,3-dicarboxylic acid